ClC1=CC=C(C=C1)C(C#N)C(C)=O 2-(4-chlorophenyl)-3-oxobutanenitrile